(e)-2,2-bis(((tert-butyldimethylsilyl)oxy)methyl)-5-((dimethylamino)methylene)cyclopentan-1-one [Si](C)(C)(C(C)(C)C)OCC1(C(/C(/CC1)=C/N(C)C)=O)CO[Si](C)(C)C(C)(C)C